ClC=1C=2N(C(=C(C1)C(C)=O)C=1C=NC=CC1)C=NC2C 1-(8-chloro-1-methyl-5-pyridin-3-ylimidazo[1,5-a]pyridin-6-yl)ethanone